BrC=1C=C2C(NC(=NC2=CC1)C1(CCN(CC1)C)F)=O 6-bromo-2-(4-fluoro-1-methylpiperidin-4-yl)quinazolin-4(3H)-one